C(C)(C)(C)OC(CN1CCN(CC1)CCO)=O Tert-Butyl-2-(4-(2-hydroxyethyl)piperazin-1-yl)acetate